2,5-dimethylthiophene-3-carboxylate CC=1SC(=CC1C(=O)[O-])C